C(#N)C1(CC12CC2)C=2C=C1C=C(N=CC1=CC2)NC(C[C@H]2CN(CCO2)C(C)C)=O (S)-N-(6-(1-cyanospiro[2.2]pentan-1-yl)isoquinolin-3-yl)-2-(4-isopropylmorpholin-2-yl)acetamide